ClCC=1C(=NC=CC1)C(=O)N 3-chloromethyl-pyridin-amide